CC(=O)N[C@@H]1[C@H]([C@@H]([C@H](O[C@H]1OC)CO)O[C@H]2[C@@H]([C@H]([C@H]([C@H](O2)CO)O)O[C@H]3[C@@H]([C@H]([C@@H]([C@H](O3)CO)O[C@H]4[C@@H]([C@H]([C@H]([C@H](O4)CO)O)O)O)O)NC(=O)C)O)O The molecule is a methyl glycoside that is beta-D-Gal-(1->4)-beta-D-GlcNAc-(1->3)-beta-D-Gal-(1->4)-D-GlcNAc in which the anomeric hydroxy group is replaced by a beta-methoxy. It is a methyl glycoside, a tetrasaccharide derivative and a glucosamine oligosaccharide. It derives from a beta-D-Galp-(1->4)-beta-D-GlcpNAc-(1->3)-beta-D-Galp-(1->4)-D-GlcpNAc.